C(C)(C)C1=C(NC2=CC=C(C=C12)C1CCN(CC1)C1CCN(CC1)C(C)C)C=1C=CC=2N(C1)C=CN2 6-(3-isopropyl-5-(1'-isopropyl-[1,4'-bipiperidin]-4-yl)-1H-indol-2-yl)imidazo[1,2-a]pyridine